FC1=C(C=CC=C1OC)C1=CC=C(C(=N1)N1C(C[C@@H](C1)C)(C)C)C(=O)NS(=O)(=O)C=1C(NC=CC1)=O 6-(2-Fluoro-3-methoxyphenyl)-N-[(2-oxo-1H-pyridin-3-yl)sulfonyl]-2-[(4S)-2,2,4-trimethylpyrrolidin-1-yl]pyridin-3-carboxamid